4-(2-bromoethyl)benzenesulfonyl chloride BrCCC1=CC=C(C=C1)S(=O)(=O)Cl